P(=O)(O)(O)O.O=CC1=CC(OC)=C(O)C=C1.O=CC1=CC(OC)=C(O)C=C1.O=CC1=CC(OC)=C(O)C=C1 tri-vanillin phosphate